4-(1-hydroxyethyl)-N-methylbenzamide OC(C)C1=CC=C(C(=O)NC)C=C1